(E)-4-(2-(3-(dicyanomethyl)-5,5-dimethylcyclohex-1-ene-1-yl) vinyl)-2-formylphenyl-4-nitrobenzoate C(#N)C(C1C=C(CC(C1)(C)C)/C=C/C1=CC(=C(C=C1)OC(C1=CC=C(C=C1)[N+](=O)[O-])=O)C=O)C#N